cis-8-dimethylamino-3-(1H-indol-3-yl)-8-phenyl-1,3-diazaspiro[4.5]decan-2-one CN(C1(CCC2(CN(C(N2)=O)C2=CNC3=CC=CC=C23)CC1)C1=CC=CC=C1)C